N-(2,4-dimethoxybenzyl)-9-fluoro-8-methoxy-2-(piperidin-3-yl)-[1,2,4]triazolo[1,5-c]quinazolin-5-amine COC1=C(CNC2=NC=3C=C(C(=CC3C=3N2N=C(N3)C3CNCCC3)F)OC)C=CC(=C1)OC